(5'S,7a'R)-3-(4-fluoro-3-methoxyphenoxy)-5'-phenyltetrahydro-3'H-spiro[cyclobutane-1,2'-pyrrolo[2,1-b][1,3]oxazol]-3'-one FC1=C(C=C(OC2CC3(C(N4[C@H](O3)CC[C@H]4C4=CC=CC=C4)=O)C2)C=C1)OC